(7S)-4,7-difluoro-7-isopropyl-N-[(1R)-1-(6-pyridazin-4-yl-3-pyridyl)-3-[(3R)-3-hydroxypiperidin-1-ium-1-yl]propyl]-6,8-dihydro-5H-acridine-2-carboxamide FC1=CC(=CC2=CC=3C[C@@](CCC3N=C12)(C(C)C)F)C(=O)N[C@H](CC[NH+]1C[C@@H](CCC1)O)C=1C=NC(=CC1)C1=CN=NC=C1